tert-Butyl ethyl(2-oxo-2-phenylethyl)carbamate C(C)N(C(OC(C)(C)C)=O)CC(C1=CC=CC=C1)=O